CC1=NC=C(C(=C1)C1CCN(CC1)C(=O)OC(C)(C)C)C(NC=1SC=2C(=NC=C(C2)C2=CC=NC=C2)N1)=O tert-butyl 4-(2-methyl-5-((6-(pyridin-4-yl)thiazolo[4,5-b]pyridin-2-yl)carbamoyl)pyridin-4-yl)piperidine-1-carboxylate